FC=1C=C2C(=NC=3N(C2=CC1)C=NN3)N3CCCC1=C(C=NC=C31)C#CC(C)(O)C 4-(1-(7-fluoro-[1,2,4]triazolo[4,3-a]quinazolin-5-yl)-1,2,3,4-tetrahydro-1,7-naphthyridin-5-yl)-2-methylbut-3-yn-2-ol